6-(4-bromophenyl)-2-sulfinyl-4-(trifluoromethyl)-2,3-dihydropyridine-3-carbonitrile BrC1=CC=C(C=C1)C=1C=C(C(C(N1)=S=O)C#N)C(F)(F)F